C(CC1=CC=CC=C1)[N+](C)(C)C phenethyl-trimethylammonium